8-(4-(Difluoromethoxy)phenyl)-2-ethoxy-6-(2-(methoxymethyl)-1-methyl-1H-benzo[d]imidazol-6-yl)pterin FC(OC1=CC=C(C=C1)N1C=C(N=C2C(NC(N=C12)(N)OCC)=O)C=1C=CC2=C(N(C(=N2)COC)C)C1)F